tert-Butyl 2-(5-(2-methoxypyridin-4-yl)-2,3-dihydro-1H-inden-4-yl)acetate COC1=NC=CC(=C1)C=1C(=C2CCCC2=CC1)CC(=O)OC(C)(C)C